C1(CC1)CC=1N=CN(C1)S(=O)(=O)N(C)C 4-(cyclopropylmethyl)-N,N-dimethyl-1H-imidazole-1-sulfonamide